C(CCCCCCCCCCCCCCCCC)(=O)[O-].[Li+].C(CCCCCCC)O Octan-1-ol lithium stearate